OCCN1[C@H]2CN([C@@H](C1)C2)C(=O)OC(C)(C)C tert-butyl (1R,4R)-5-(2-hydroxyethyl)-2,5-diazabicyclo[2.2.1]heptane-2-carboxylate